ClC=1N=CC=2NC(C3=C(N(C2N1)C)SC(=N3)C3=CC=CC=C3)=O 6-chloro-4-methyl-2-phenyl-4,9-dihydro-10H-pyrimido[5,4-b]thiazolo[5,4-e][1,4]diazepin-10-one